BrC1=NC=C(C(=C1)C(=O)O)F 2-bromo-5-fluoro-pyridine-4-carboxylic acid